C(C)(C)C1=C(C=CC=C1)C=1N=C(C2=C(N1)C(NCC2)=O)NCC2=CC=C(C=C2)C=2N(C=C(N2)C(F)(F)F)C 2-(2-isopropylphenyl)-4-((4-(1-methyl-4-(trifluoromethyl)-1H-imidazol-2-yl)benzyl)amino)-6,7-dihydropyrido[3,4-d]pyrimidin-8(5H)-one